N-(4-(aminomethyl)-4-methylcyclohexyl)-4-(tert-butyl)aniline NCC1(CCC(CC1)NC1=CC=C(C=C1)C(C)(C)C)C